CO[C@H]1[C@@H](SC=2C(=NC=C(C2)Br)C#N)O[C@@H]([C@@H]([C@@H]1N1N=NC(=C1)C=1SC=CN1)O)CO 5-Bromo-2-cyanopyridin-3-yl 3-deoxy-2-O-methyl-3-[4-(2-thiazolyl)-1H-1,2,3-triazol-1-yl]-1-thio-α-D-galactopyranoside